α,α,β,β-tetrafluoro-2-(5,6-dihydroxybicyclo[2.2.1]heptan-2-yl)ethanesulfonate FC(C(C1C2C(C(C(C1)C2)O)O)(F)F)(S(=O)(=O)[O-])F